Methyl 3-(bis(t-butoxycarbonyl) amino)-5-methylpyridinecarboxylate C(C)(C)(C)OC(=O)N(C=1C(=NC=C(C1)C)C(=O)OC)C(=O)OC(C)(C)C